3-fluoro-4-[2-methyl-6-[3-(trifluoromethyl)phenyl]imidazo[1,2-a]pyrazin-3-yl]phenol FC=1C=C(C=CC1C1=C(N=C2N1C=C(N=C2)C2=CC(=CC=C2)C(F)(F)F)C)O